(6-amino-1H-benzimidazol-2-yl)phenol NC=1C=CC2=C(NC(=N2)C2=C(C=CC=C2)O)C1